5-(4-cyclopropyl-6-methoxypyrimidin-5-yl)-3-(4-(1-ethyl-4-(trifluoromethyl)-1H-imidazol-2-yl)benzyl)-1-((2-(trimethylsilyl)ethoxy)methyl)-1H-pyrazolo[4,3-d]pyrimidine C1(CC1)C1=NC=NC(=C1C=1N=CC2=C(N1)C(=NN2COCC[Si](C)(C)C)CC2=CC=C(C=C2)C=2N(C=C(N2)C(F)(F)F)CC)OC